FC(N1N=C(C=C1)N)(F)F 1-(trifluoromethyl)pyrazol-3-amine